ClC=1C=C(C(=O)OC)C=C(C1)C(O)C1CC1 methyl 3-chloro-5-(cyclopropyl(hydroxy)methyl)benzoate